5-((2-((2-(1H-Pyrazol-4-yl)piperidin-1-yl)methyl)-4-chloro-5-((3'-(3-((R)-3-hydroxy-pyrrolidin-1-yl)propoxy)-2,2'-dimethyl-[1,1'-biphenyl]-3-yl)methoxy)phenoxy)methyl)-nicotinonitrile N1N=CC(=C1)C1N(CCCC1)CC1=C(OCC=2C=NC=C(C#N)C2)C=C(C(=C1)Cl)OCC=1C(=C(C=CC1)C1=C(C(=CC=C1)OCCCN1C[C@@H](CC1)O)C)C